NC1=CC=C(C=N1)N1C[C@H](CCC1)N(CC1=C(C=NC=C1)Cl)CC1=CN2C3=C(C(=C(C=C3C1=O)F)F)OCC2 (S)-6-(((1-(6-aminopyridin-3-yl)piperidin-3-yl)((3-chloropyridin-4-yl)methyl)amino)methyl)-9,10-difluoro-2,3-dihydro-7H-[1,4]oxazino[2,3,4-ij]quinolin-7-one